C(C)(=O)N1[C@H]([C@@H]([C@H](C2=CC(=CC=C12)C#N)NC1=CC=C(C=C1)OC)C)C1CC1 (2S,3R,4R)-1-acetyl-2-cyclopropyl-4-((4-methoxyphenyl)amino)-3-methyl-1,2,3,4-tetrahydroquinoline-6-carbonitrile